FC1=C(CN2N=CC3=C(N(C=4C=C(C=CC34)OC3=NC(=CC=C3)OCOCC[Si](C)(C)C)C)C2=O)C=CC=C1 3-(2-fluorobenzyl)-5-methyl-7-((6-((2-(trimethylsilyl)ethoxy)methoxy)pyridin-2-yl)oxy)-3,5-dihydro-4H-pyridazino[4,5-b]indol-4-one